C(CCC)OS(=O)(=O)C1=CC=CC=C1.N1N=NC2=C1C=CC=C2 benzotriazole butylbenzenesulfonate